pentaerythritol tetrakis[beta-(3,5-di-tert-butyl 4-hydroxyphenyl) propionate] C(C)(C)(C)C=1C=C(C=C(C1O)C(C)(C)C)CCC(=O)OCC(COC(CCC1=CC(=C(C(=C1)C(C)(C)C)O)C(C)(C)C)=O)(COC(CCC1=CC(=C(C(=C1)C(C)(C)C)O)C(C)(C)C)=O)COC(CCC1=CC(=C(C(=C1)C(C)(C)C)O)C(C)(C)C)=O